[Na+].S(=O)(=O)([O-])C(CCSSCCC(S(=O)(=O)[O-])S(=O)(=O)[O-])S(=O)(=O)[O-].[Na+].[Na+].[Na+] disulfopropyl disulfide, sodium salt